dimethoxybiphenyldiamine COC=1C(=C(C(=C(C1)C1=CC=CC=C1)N)N)OC